(S)-4-((2-(3,5-dimethyl-1H-pyrazol-1-yl)ethyl)(4-(5,6,7,8-tetrahydro-1,8-naphthyridin-2-yl)butyl)amino)-2-((1-methyl-1H-pyrazol-5-yl)amino)butanoic acid CC1=NN(C(=C1)C)CCN(CC[C@@H](C(=O)O)NC1=CC=NN1C)CCCCC1=NC=2NCCCC2C=C1